ClC1=C(C=CC=C1)C1=NC(=C2N(C(N(C2=N1)CC1=CC=C(C=C1)C=1N(C=C(N1)C(F)(F)F)C)=N)C)C 2-(2-chlorophenyl)-6,7-dimethyl-9-(4-(1-methyl-4-(trifluoromethyl)-1H-imidazol-2-yl)benzyl)-7,9-dihydro-8H-purin-8-imine